FC1(C(C=CC2=CC=CC=C12)OS(=O)(=O)CC)F.C1(=CC=CC=C1)[S+](C1=CC=CC=C1)C1=CC=CC=C1 triphenylsulfonium 1,1-difluoro-2-naphthyl-ethanesulfonate